(R)-7'-((2-acetyl-2-azaspiro[3.3]heptan-6-yl)amino)-2'-(3-(3,4-dihydroisoquinoline-2(1H)-yl)-2-hydroxypropyl)-2',3'-dihydro-1'H-spiro[cyclopropane-1,4'-[2,6]naphthyridine] C(C)(=O)N1CC2(C1)CC(C2)NC2=NC=C1C3(CN(CC1=C2)C[C@@H](CN2CC1=CC=CC=C1CC2)O)CC3